O1C=CC2=C1C(=CC=C2)C2=NC(=NC=C2)Cl 4-(Benzofuran-7-yl)-2-chloropyrimidine